O[C@@H]1[C@H](CC[C@@H](C1)NC(OC(C)(C)C)=O)NC(OCC1=CC=CC=C1)=O Benzyl tert-butyl ((1S,2S,4s)-2-hydroxycyclohexane-1,4-diyl)dicarbamate